C(C)O[Si](C(C)N1C(CCC1)=O)(OCC)OCC 1-[1-(Triethoxysilyl)ethyl]-2-pyrrolidinon